8-((2-cyclopropyl-5-ethoxy-4'-fluoro-[1,1'-biphenyl]-4-yl)methyl)-1-oxa-3,8-diazaspiro[4.5]decan-2-one C1(CC1)C1=C(C=C(C(=C1)CN1CCC2(CNC(O2)=O)CC1)OCC)C1=CC=C(C=C1)F